CC1=C(C=CC=C1C)C1=C(C=C2C(=N1)C(=NN2)C=2C=CC(=NC2)N2CC(C2)N(C(CO)=O)C)OC N-(1-(5-(5-(2,3-Dimethylphenyl)-6-methoxy-1H-pyrazolo[4,3-b]pyridin-3-yl)pyridin-2-yl)azetidin-3-yl)-2-hydroxy-N-methylacetamide